6-(2-amino-1H-benzo[d]imidazol-6-yl)-3-benzylquinazolin-4(3H)-one NC1=NC2=C(N1)C=C(C=C2)C=2C=C1C(N(C=NC1=CC2)CC2=CC=CC=C2)=O